FC1([C@H]2[C@@H](NC1)CN(C2)C(=O)OC(C)(C)C)F (cis)-tert-Butyl 3,3-difluorohexahydropyrrolo[3,4-b]pyrrole-5(1H)-carboxylate